C1(=CC=CC2=CC=CC=C12)C(=O)NC1CCN(CC1)CC(=O)OCC ethyl 2-(4-(1-naphthamido)piperidin-1-yl)acetate